C1(=CC=CC=C1)C(C#CC1=CC=CC=C1)O 1,3-diphenylprop-2-yn-1-ol